1-(5-tert-butyl-2H-pyrazol-3-yl)-3-{4-[5-(3-dimethylamino-propoxyl)-benzoimidazol-1-yl]-phenyl}-urea C(C)(C)(C)C=1C=C(NN1)NC(=O)NC1=CC=C(C=C1)N1C=NC2=C1C=CC(=C2)OCCCN(C)C